C[C@@H]1O[C@@H](CN(C1)C1=CC=CC(=N1)C1=NC2=CC(=NC=C2C=C1)CNC(=O)C=1C=C2C(=NC1)C(CN2S(=O)(=O)C)(C)C)C N-((2-(6-((cis)-2,6-dimethylmorpholino)pyridin-2-yl)-1,6-naphthyridin-7-yl)methyl)-3,3-dimethyl-1-(methylsulfonyl)-2,3-dihydro-1H-pyrrolo[3,2-b]pyridine-6-carboxamide